2-(benzofuran-3-yl)-1-(2-(2',3',5',6'-tetrahydro-3H-spiro[isobenzofuran-1,4'-pyran]-4-yl)acetamido)ethylboronic acid O1C=C(C2=C1C=CC=C2)CC(NC(CC2=C1COC3(CCOCC3)C1=CC=C2)=O)B(O)O